(R)-piperidine-1,3-dicarboxylic acid 1-benzyl ester C(C1=CC=CC=C1)OC(=O)N1C[C@@H](CCC1)C(=O)O